FC(C1=NN=C(O1)C=1C=CC(=NC1)CN1C(C2=CC=C(C=C2C(C1=O)(C)C)C1=CC=NC=C1)=O)F 2-((5-(5-(difluoromethyl)-1,3,4-oxadiazole-2-yl)pyridine-2-yl)methyl)-4,4-dimethyl-6-(pyridine-4-yl)isoquinoline-1,3(2H,4H)-dione